C1(CCC1)CNCC=1C=CC=2N(C1)C=C(N2)CN2N=NC(=C2)C2=CC=CC=C2 1-cyclobutyl-N-((2-((4-phenyl-1H-1,2,3-triazol-1-yl)methyl)imidazo[1,2-a]pyridin-6-yl)methyl)methylamine